8-[(1R)-1-Aminoethyl]-6-methyl-2-(1-methylpyrazol-4-yl)-3-oxazol-4-yl-chromen-4-one N[C@H](C)C=1C=C(C=C2C(C(=C(OC12)C=1C=NN(C1)C)C=1N=COC1)=O)C